C(C)O[C@H]1C[C@H](N(CC1)CC1=C2C=CN(C2=C(C=C1OC)C)C(=O)OC(C)(C)C)C1=C(C=C(C=C1)C(=O)OC)NC tert-butyl 4-{[(2S,4R)-4-ethoxy-2-[4-(methoxycarbonyl)-2-(methylamino)phenyl]piperidin-1-yl]methyl}-5-methoxy-7-methylindole-1-carboxylate